ClCC(=O)NC1=C(C=CC=C1)COCC(F)(F)F 2-chloro-N-(2-((2,2,2-trifluoroethoxy)methyl)phenyl)acetamide